(2S,4R)-1-[(2R)-2-[3-(8-aminooctoxy)isoxazol-5-yl]-3-methyl-butanoyl]-4-hydroxy-N-[[4-(4-methylthiazol-5-yl)phenyl]methyl]pyrrolidine-2-carboxamide NCCCCCCCCOC1=NOC(=C1)[C@H](C(=O)N1[C@@H](C[C@H](C1)O)C(=O)NCC1=CC=C(C=C1)C1=C(N=CS1)C)C(C)C